Tricyclooctylcitrat C1(CCCCCCC1)C(C(C(C(=O)[O-])(C1CCCCCCC1)C1CCCCCCC1)(O)C(=O)[O-])C(=O)[O-]